C(C)OC(=O)C=1N(C=CN1)NC(=O)OCC.N1(CCCC1)CC(C)C=1C=C(C=CC)C=CC1 3-(2-pyrrolidino-1-methyl-ethyl)methyl-styrene ethyl-1-((ethoxycarbonyl)amino)-1H-imidazole-2-carboxylate